BrC=1C=CC=2C3=C(C=[N+](C2C1)[O-])N=C(N3CC3(COC(OC3)(C)C)C)CCCC 7-bromo-2-butyl-1-[(2,2,5-trimethyl-1,3-dioxan-5-yl)methyl]-1H-imidazo[4,5-c]quinoline 5-oxide